3-(5-(((1R,2S)-2-(((1S,2S)-2-methoxycyclopentyl)amino)cyclohexyl)oxy)-1-oxoisoindolin-2-yl)piperidine-2,6-dione CO[C@@H]1[C@H](CCC1)N[C@@H]1[C@@H](CCCC1)OC=1C=C2CN(C(C2=CC1)=O)C1C(NC(CC1)=O)=O